[Si](C1=CC=CC=C1)(C1=CC=CC=C1)(C(C)(C)C)OC1CCC2(CC(C2)(C(=O)OC)C)CC1 methyl 7-[(tert-butyldiphenylsilyl)oxy]-2-methylspiro[3.5]nonane-2-carboxylate